C1(CCCCC1)CNCC1CCCCC1 Bis(cyclohexylmethyl)amin